perfluoro(1,2,4-triphenylbenzene) FC=1C(=C(C(=C(C1C1=C(C(=C(C(=C1F)F)F)F)F)F)F)C1=C(C(=C(C(=C1F)F)F)F)F)C1=C(C(=C(C(=C1F)F)F)F)F